CN(CCC1=CNC2=C(C=C(C=C12)O)F)C 3-(2-(dimethylamino)ethyl)-7-fluoro-1H-indol-5-ol